N1CC(C1)COC=1C2=CN(C=C2C=CC1)C(C1=C(C=C(C=C1O)O)OCC1=CC=CC=C1)C(=O)C(N1C=C2C=CC=C(C2=C1)OCC1CNC1)C1=C(C=C(C=C1O)O)OCC1=CC=CC=C1 (4-(azetidin-3-ylmethoxy)isoindol-2-yl)(2-(benzyloxy)-4,6-dihydroxyphenyl)methylKetone